ClC1=C(OC2=CC=CC3=C2NC(=NS3(=O)=O)NCC3=NSC=C3)C=CC=C1 5-(2-chlorophenoxy)-3-((isothiazol-3-ylmethyl)amino)-4H-benzo[e][1,2,4]thiadiazine 1,1-dioxide